(S)-3-(5-(difluoromethyl)-1,3,4-thiadiazol-2-yl)-8-(3-(fluoromethyl)piperazin-1-yl)-N-(3-methyloxetan-3-yl)imidazo[1,5-a]pyridine-6-sulfonamide FC(C1=NN=C(S1)C1=NC=C2N1C=C(C=C2N2C[C@H](NCC2)CF)S(=O)(=O)NC2(COC2)C)F